C(#N)C1=CC(=C(COC2=CC=CC(=N2)C2=CC(=C(CC3=NC4=C(N3CCOC)C=C(C=C4)C(=O)O)C=C2)C2=NNC=C2)C=C1)F 2-(4-(6-((4-cyano-2-fluorobenzyl)oxy)pyridin-2-yl)-2-(1H-pyrazol-3-yl)benzyl)-1-(2-methoxyethyl)-1H-benzo[d]imidazole-6-carboxylic acid